FC1=C(CN2[C@@H](CCC2=O)CC(=O)N[C@H](C(=O)NS(=O)(=O)C2=CC=CC=C2)C(C)C)C=CC=C1F (S)-2-(2-((S)-1-(2,3-Difluorobenzyl)-5-oxopyrrolidin-2-yl)acetamido)-3-methyl-N-(phenylsulfonyl)butanamide